(S)-N-(5-chloro-3-methyl-1H-pyrazol-4-yl)-4-(3-(2,2-difluoroethyl)-3-ethylUreido)-5-fluoro-2-((1,1,1-trifluoropropan-2-yl)oxy)benzamide ClC1=C(C(=NN1)C)NC(C1=C(C=C(C(=C1)F)NC(=O)N(CC)CC(F)F)O[C@H](C(F)(F)F)C)=O